ClCC1OC1 2-(Chloromethyl)oxirane